(2S,5R)-3-(4-amino-2-fluorophenylethyl)-2-(1-(4-bromophenyl)-3-(1H-pyrrol-3-yl)-1H-pyrazol-4-yl)-5-methyloxazolidin-4-one NC1=CC(=C(C=C1)CCN1[C@@H](O[C@@H](C1=O)C)C=1C(=NN(C1)C1=CC=C(C=C1)Br)C1=CNC=C1)F